The molecule is a straight-chain, C22, long-chain saturated fatty acid. It has a role as a plant metabolite. It is a straight-chain saturated fatty acid and a long-chain fatty acid. It is a conjugate acid of a behenate. CCCCCCCCCCCCCCCCCCCCCC(=O)O